N'-[9-[(4R,6R)-4-[[bis(4-methoxyphenyl)-phenyl-methoxy]methyl]-7-hydroxy-2,5-dioxabicyclo[2.2.1]heptan-6-yl]-6-oxo-1H-purin-2-yl]-N,N-dimethyl-formamidine COC1=CC=C(C=C1)C(OC[C@@]12COC([C@@H](O1)N1C=3N=C(NC(C3N=C1)=O)N=CN(C)C)C2O)(C2=CC=CC=C2)C2=CC=C(C=C2)OC